CC(CCO)CCC 3-Methyl-1-hexanol